COC(CCC=1C=CC=C2CC(COC12)C(=O)O)=O 8-(3-Methoxy-3-oxopropyl)chromane-3-carboxylic acid